(7S)-N-((1R)-1-(3-(2,2-difluorocyclopropyl)-2-fluorophenyl)ethyl)-2,7-dimethyl-7,8,10,11-tetrahydro-[1,4,7]trioxonino[2,3-g]quinazolin-4-amine FC1(C(C1)C=1C(=C(C=CC1)[C@@H](C)NC1=NC(=NC2=CC3=C(C=C12)O[C@H](COCCO3)C)C)F)F